methyl 5-chloro-4-fluoro-6-methyl-1-(p-tolylsulfonyl)pyrrolo[2,3-b]pyridine-2-carboxylate ClC=1C(=C2C(=NC1C)N(C(=C2)C(=O)OC)S(=O)(=O)C2=CC=C(C=C2)C)F